ICC(=O)N 2-iodo-acetamide